COC=1C=C(C=CC1O)C=CC(CC(C=C)=O)=O 7-(3-methoxy-4-hydroxyphenyl)-1,6-heptadiene-3,5-dione